3-fluoro-N-(5-((1s,3s)-3-methyl-1-(4-methyl-4H-1,2,4-triazol-3-yl)cyclobutyl)pyridin-3-yl)-5-(((1-methylcyclopropyl)amino)methyl)pyrazolo[1,5-a]pyridine-7-carboxamide FC=1C=NN2C1C=C(C=C2C(=O)NC=2C=NC=C(C2)C2(CC(C2)C)C2=NN=CN2C)CNC2(CC2)C